ClC1=CC=C2C(=N1)N(C=C2C=2C(=NC(=NC2OC)C)OC)COCC[Si](C)(C)C 6-chloro-3-(4,6-dimethoxy-2-methylpyrimidin-5-yl)-1-((2-(trimethylsilyl)ethoxy)methyl)-1H-pyrrolo[2,3-b]pyridine